N1(CCNCC1)CC1=CC=C(O1)C=1C=C2C(=NNC2=CC1)C(=O)NC1=CC=NC=C1 5-(5-(piperazin-1-ylmethyl)furan-2-yl)-N-(pyridin-4-yl)-1H-indazole-3-carboxamide